2-((4-chlorophenyl)seleno)-1-phenylethan-1-one ClC1=CC=C(C=C1)[Se]CC(=O)C1=CC=CC=C1